The molecule is a morphinane alkaloid that is morphine bearing two acetyl substituents on the O-3 and O-6 positions. As with other opioids, heroin is used as both an analgesic and a recreational drug. Frequent and regular administration is associated with tolerance and physical dependence, which may develop into addiction. Its use includes treatment for acute pain, such as in severe physical trauma, myocardial infarction, post-surgical pain, and chronic pain, including end-stage cancer and other terminal illnesses. It has a role as an opioid analgesic, a mu-opioid receptor agonist and a prodrug. It derives from a morphine. CC(=O)O[C@H]1C=C[C@H]2[C@H]3CC4=C5[C@]2([C@H]1OC5=C(C=C4)OC(=O)C)CCN3C